5-Bromo-2,3-difluoro-N,N-bis(4-methoxybenzyl)-4-(2,2,2-trifluoroethyl)aniline BrC=1C(=C(C(=C(N(CC2=CC=C(C=C2)OC)CC2=CC=C(C=C2)OC)C1)F)F)CC(F)(F)F